1,3-Dimethylsilylcyclopentane C[SiH2]C1CC(CC1)[SiH2]C